ClC1=NC=C(C(=N1)C=1C=CC(=C(OCCCCCOC=2C=C(C[S@](=O)(C)=NC(OC(C)(C)C)=O)C=C(C2)[N+](=O)[O-])C1)F)F |r| (rac)-tert-butyl {[3-({5-[5-(2-chloro-5-fluoropyrimidin-4-yl)-2-fluorophenoxy]pentyl}oxy)-5-nitrobenzyl](methyl)oxido-λ6-sulfanylidene}carbamate